acrylic acid 2-[2-(benzyloxy) ethoxy]Ethyl ester C(C1=CC=CC=C1)OCCOCCOC(C=C)=O